CC1(N(CCNC1)C(=O)C1=CC=[N+](C=C1)[O-])C 4-(2,2-dimethylpiperazine-1-carbonyl)pyridin-1-ium-1-olate